(S)-2-((7-(3,4-difluorophenyl)-4,5,6,7-tetrahydrobenzo[d]thiazol-2-yl)amino)-2-oxoethyl (2-(dimethylamino)ethyl)sulfamate CN(CCNS(OCC(=O)NC=1SC2=C(N1)CCC[C@H]2C2=CC(=C(C=C2)F)F)(=O)=O)C